NC1=NC=2C=CC(=CC2C2=C1C=NN2C)C(=O)N(N(C(=O)C2=NC=CC=N2)C)CC2=NC=C(C=C2)C(F)(F)F 4-amino-N',1-dimethyl-N'-(pyrimidine-2-carbonyl)-N-((5-(trifluoromethyl)pyridin-2-yl)methyl)-1H-pyrazolo[4,3-c]quinoline-8-carbohydrazide